(E)-4-bromo-6-methyl-1-(tetrahydro-2H-pyran-2-yl)-5-(2-(2-(trimethylsilyl)ethoxy)vinyl)-1H-indazole BrC1=C2C=NN(C2=CC(=C1\C=C\OCC[Si](C)(C)C)C)C1OCCCC1